tris(2,4,6-trimethyl-3-(pyridin-3-yl)phenyl)borane aluminum(III) [Al+3].CC1=C(C(=CC(=C1C=1C=NC=CC1)C)C)B(C1=C(C(=C(C=C1C)C)C=1C=NC=CC1)C)C1=C(C(=C(C=C1C)C)C=1C=NC=CC1)C